1-(2,5-dimethoxy-4-phenylsulfanylphenyl)propan-2-amine COC1=C(C=C(C(=C1)SC1=CC=CC=C1)OC)CC(C)N